4-(3-pyridyl)phenylboronic acid pinacol ester N1=CC(=CC=C1)C1=CC=C(C=C1)B1OC(C)(C)C(C)(C)O1